O1CCNCC2=C1C=CC(=C2)C=2C=CC(=NC2)N 5-(2,3,4,5-tetrahydrobenzo[f][1,4]oxazepin-7-yl)pyridin-2-amine